O1[C@H](COC2=NC=CC=C21)CNC(=O)C2=C(C1=C(CCC3=CN(N=C13)CC1=NC=CC=C1)O2)C N-[(2S)-2,3-Dihydro[1,4]dioxino[2,3-b]pyridin-2-ylmethyl]-8-methyl-2-(pyridin-2-ylmethyl)-4,5-dihydro-2H-furo[2,3-g]indazol-7-carboxamid